methyl 2-(piperidin-4-yl)propanoate Hydrochloride Cl.N1CCC(CC1)C(C(=O)OC)C